6-(2-amino-6-fluoro-5-(4-(piperazin-1-yl)phenyl)pyridin-3-yl)-4-fluoroisoquinolin-1(2H)-one NC1=NC(=C(C=C1C=1C=C2C(=CNC(C2=CC1)=O)F)C1=CC=C(C=C1)N1CCNCC1)F